tertiary amyl alcohol sodium [Na].C(C)(C)(CC)O